FC=1C=NC(=NC1)N1CCN(CC1)C1=CC=C(C=C1)NC(C(C=1SC(=CC1C1=CC=CC=C1)C)=NO)=O N-(4-(4-(5-fluoropyrimidin-2-yl)piperazin-1-yl)phenyl)-2-(hydroxyimino)-2-(5-methyl-3-phenylthiophen-2-yl)acetamide